N-(5-((6,7-dimethoxyquinolin-4-yl)oxy)pyridin-2-yl)-1-propyl-4-(2,2,2-trifluoroethoxy)-1H-pyrazole-3-carboxamide COC=1C=C2C(=CC=NC2=CC1OC)OC=1C=CC(=NC1)NC(=O)C1=NN(C=C1OCC(F)(F)F)CCC